4-(3-(5-((6-(cyclopropylmethoxy)-2,3-difluorobenzyl)(methyl)amino)-2-fluoro-4-methoxyphenyl)ureido)thiophene-2,3-dicarboxylic acid dimethyl ester COC(=O)C=1SC=C(C1C(=O)OC)NC(=O)NC1=C(C=C(C(=C1)N(C)CC1=C(C(=CC=C1OCC1CC1)F)F)OC)F